(2S)-2-[[(2S)-2-amino-4-methyl-pentanoyl]amino]-4-[5-[bis(2-chloroethyl)amino]-1-methyl-benzimidazol-2-yl]butanoic acid N[C@H](C(=O)N[C@H](C(=O)O)CCC1=NC2=C(N1C)C=CC(=C2)N(CCCl)CCCl)CC(C)C